4-(1-methoxyethoxy)-1-naphthyltetrahydrothiophenium triflate [O-]S(=O)(=O)C(F)(F)F.COC(C)OC1=CC=C(C2=CC=CC=C12)[S+]1CCCC1